3-(1H-imidazol-5-yl)-1H-indazole N1C=NC=C1C1=NNC2=CC=CC=C12